CC1=NOC(=C1C1=CC2=C(N(C(=N2)[C@@H]2CCCC(N2)=O)[C@H]2CC3=C(N=C(S3)C)CC2)C=C1)C (S)-6-(5-(3,5-dimethylisoxazol-4-yl)-1-((R)-2-methyl-4,5,6,7-tetrahydrobenzo[d]thiazol-6-yl)-1H-benzo[d]imidazol-2-yl)piperidin-2-one